C(C)(C)(C)OC(=O)N1CCC2(CC(CO2)NC(=O)OCC2=CC=CC=C2)CC1.C(C)N(C(\C=C/C=1C(=NN(C1)C1=CC=CC=C1)C1=CC2=CC=CC=C2C=C1)=O)CC (Z)-N,N-diethyl-3-(3-(naphthalen-2-yl)-1-phenyl-1H-pyrazol-4-yl)acrylamide tert-butyl-3-(((benzyloxy)carbonyl)amino)-1-oxa-8-azaspiro[4.5]decan-8-carboxylate